2-hydroxy-4-(1-(oxetan-3-yl)-1H-benzo[d]imidazol-2-yl)-3-(trifluoromethyl)benzoic acid OC1=C(C(=O)O)C=CC(=C1C(F)(F)F)C1=NC2=C(N1C1COC1)C=CC=C2